1-isobutyryl-1,2,3,6-tetrahydropyridine C(C(C)C)(=O)N1CCC=CC1